methylphenylsilyl-(tetramethylcyclopentadienyl)(sec-butylamino)titanium C[Ti](NC(C)CC)(C1(C(=C(C(=C1)C)C)C)C)[SiH2]C1=CC=CC=C1